N1C=C(C2=CC=CC=C12)CC(CCCC)N 1-(1H-indol-3-yl)hexan-2-amine